4-(3,5-dimethoxyphenylethynyl)pyrimidine phenylmethyl-6-bromo-1-(4-methylphenyl)-1,3,4,9-tetrahydro-2H-β-carboline-2-carboxylate C1(=CC=CC=C1)COC(=O)N1C(C=2NC3=CC=C(C=C3C2CC1)Br)C1=CC=C(C=C1)C.COC=1C=C(C=C(C1)OC)C#CC1=NC=NC=C1